2-(2,6-dioxopiperidin-3-yl)-5-[4-(hydroxymethyl)piperidin-1-yl]isoindol-1,3-dione O=C1NC(CCC1N1C(C2=CC=C(C=C2C1=O)N1CCC(CC1)CO)=O)=O